[N+](=O)(O)[O-].NC(=N)N guanidine nitrate